3-(3-fluoro-4-(4-(4-methylpiperidin-1-yl)piperidin-1-yl)phenyl)-1H-1,2,4-triazole-3,5-diamine FC=1C=C(C=CC1N1CCC(CC1)N1CCC(CC1)C)C1(NNC(=N1)N)N